C1(CC1)C=1C=C(C(=NC1)N1CCN(CC1)C(=O)C1=CC(=C(C=C1)C1(C(NC(N1)=O)=O)CC)F)C 5-{4-[4-(5-cyclopropyl-3-methylpyridin-2-yl)piperazine-1-carbonyl]-2-fluorophenyl}-5-ethylimidazolidine-2,4-dione